1,5-dimethyl-2,4-dioxane CC1OCOC(C1)C